4-(1-oxo-2-phenethyl-1,2-dihydroisoquinolin-6-yl)benzonitrile O=C1N(C=CC2=CC(=CC=C12)C1=CC=C(C#N)C=C1)CCC1=CC=CC=C1